NC[C@@H]1N(CCC2=C1C(=NN2C2=CC=C(C=C2)C2CC2)OCC(=O)OC)C(=O)OC(C)(C)C |r| tert-butyl (rac)-4-(aminomethyl)-1-(4-cyclopropylphenyl)-3-(2-methoxy-2-oxoethoxy)-1,4,6,7-tetrahydro-5H-pyrazolo[4,3-c]pyridine-5-carboxylate